C(C1=CC=CC=C1)NC(=O)OC1CCN(CC1)C=1SC(=CN1)C1=C(C=C(C=C1)NC(OC[C@H]1N(CCC1)C)=O)S(NC(C)(C)C)(=O)=O (S)-(1-methylpyrrolidin-2-yl)methyl (4-(2-(4-((benzylcarbamoyl) oxy)piperidin-1-yl)thiazol-5-yl)-3-(N-(tert-butyl)sulfamoyl)phenyl)carbamate